BrC1=CC=C(O[C@H]2CN(CCC2)C(=O)OC(C)(C)C)C=C1 tert-butyl (R)-3-(4-bromophenoxy)piperidine-1-carboxylate